FC1(CC1)C(=O)OC methyl 1-fluorocyclopropaneformate